C[C@@H]1COCCN1C=1C2=C(N=C(N1)C1=C3C(=NC=C1)NC=C3)C(=CS2)C=O (4-((R)-3-methylmorpholino)-2-(1H-pyrrolo[2,3-b]pyridin-4-yl)thieno[3,2-d]pyrimidin-7-yl)methanone